C(#N)C1=CNC2=NC=C(C=C21)OC=2C(=C1C(=NC2)N=C(N1C)NC=1C(N(C=C(C1)C(F)(F)F)C)=O)C#N 6-((3-cyano-1H-pyrrolo[2,3-b]pyridin-5-yl)oxy)-1-methyl-2-((1-methyl-2-oxo-5-(trifluoromethyl)-1,2-dihydropyridin-3-yl)amino)-1H-imidazo[4,5-b]pyridine-7-carbonitrile